C(CC(C)C)C1CC2C(N(COC2(C)C)C)C(C1)C 6-isopentyl-1,4,4,8-tetramethyloctahydro-2H-benzo[d][1,3]oxazine